3-(5,7-Difluoro-4-oxo-1,4-dihydroquinolin-2-yl)-4-((2-hydroxyethyl)thio)benzonitrile FC1=C2C(C=C(NC2=CC(=C1)F)C=1C=C(C#N)C=CC1SCCO)=O